C1(=C(C(=CC(=C1)C)C)C#N)C mesitylenenitrile